(E)-1,2,3-triazole-4-methanol N1N=NC(=C1)CO